tert-Butyl (3-((2-amino-3-cyano-4,5-diphenyl-1H-pyrrol-1-yl)methyl)benzyl)carbamate NC=1N(C(=C(C1C#N)C1=CC=CC=C1)C1=CC=CC=C1)CC=1C=C(CNC(OC(C)(C)C)=O)C=CC1